NC1=NC=NN2C1=CC=C2[C@H]2[C@@H]([C@@H]([C@@](O2)(C#N)CO)O)F (2r,3r,4r,5s)-5-(4-aminopyrrolo[2,1-f][1,2,4]triazin-7-yl)-4-fluoro-3-hydroxy-2-(hydroxymethyl)tetrahydrofuran-2-carbonitrile